C(=O)(O)COC=1C=C(C=CC1)C=CC(=O)C1=CC=C(OCC(=O)O)C=C1 2-[4-[3-[3-(Carboxymethoxy)phenyl]prop-2-enoyl]phenoxy]acetic acid